CC(CC#N)CCC=C(C)C 3,7-dimethyl-6-octennitrile